2-(5-{[(5-Chlorothiophen-2-yl)methyl]sulfanyl}-1-(furan-3-carbonyl)-4-methyl-1H-pyrazol-3-yl)-N,N,3-trimethylazetidin-1-sulfonamid ClC1=CC=C(S1)CSC1=C(C(=NN1C(=O)C1=COC=C1)C1N(CC1C)S(=O)(=O)N(C)C)C